benzo[4,5]thieno-[2,3-c]pyridine C1=NC=CC2=C1SC1=C2C=CC=C1